NCCOCCOCCOCCOCCN(C(=O)[C@@H]1CN(CCC1)C1=CN=CC2=CC=CC=C12)C=1C=CC(N(C1)CC(=O)OC)=O Methyl (S)-2-(5-(N-(14-amino-3,6,9,12-tetraoxatetradecyl)-1-(isoquinolin-4-yl)piperidine-3-carboxamido)-2-oxopyridin-1(2H)-yl)acetate